(N,N-diethylcarbamoyl)methyl ethyl (2E)-but-2-ene-1,4-dioate C(\C=C\C(=O)OCC)(=O)OCC(N(CC)CC)=O